FC1=CC=C(C(=O)O)C=C1.C(C=CC1=CC=CC=C1)=O cinnamaldehyde para-fluorobenzoate